3-difluoromethyl-1-methyl-1H-pyrazole-4-carboxylic acid [2-(6-chloro-2,3,4-trifluorophenyl)-1-methyl-ethyl]-methoxy-amide ClC1=CC(=C(C(=C1CC(C)N(C(=O)C=1C(=NN(C1)C)C(F)F)OC)F)F)F